(2S,4r)-N-[(5-cyclopropyl-1,3,4-oxadiazol-2-yl)methyl]-1-[(2S)-2-(4-cyclopropyl-triazol-1-yl)-3,3-dimethyl-butyryl]-4-hydroxy-pyrrolidine-2-carboxamide C1(CC1)C1=NN=C(O1)CNC(=O)[C@H]1N(C[C@@H](C1)O)C([C@H](C(C)(C)C)N1N=NC(=C1)C1CC1)=O